C1(CCCCC1)CN1CCC(CC1)(F)CC1=CC=2N(C=C1)N=CC2N2C(NC(CC2)=O)=O 1-(5-((1-(cyclohexylmethyl)-4-fluoropiperidin-4-yl)methyl)pyrazolo[1,5-a]pyridin-3-yl)dihydropyrimidine-2,4(1H,3H)-dione